Undecane-8,10-dione CCCCCCCC(CC(C)=O)=O